tert-butyl 4-((4-amino-2-methylquinolin-6-yl) amino)-2-(3,4,5-trimethoxyphenyl)-7,8-dihydropyrido[4,3-d]pyrimidine-6(5H)-carboxylate NC1=CC(=NC2=CC=C(C=C12)NC=1C2=C(N=C(N1)C1=CC(=C(C(=C1)OC)OC)OC)CCN(C2)C(=O)OC(C)(C)C)C